C(C)(C)NC1=NC(=NC(=N1)C1=NC(=CC=C1)C(F)(F)F)NC1=CC(=NC=C1)C1(CC1)O {4-[4-Isopropylamino-6-(6-trifluoromethyl-pyridin-2-yl)-[1,3,5]triazin-2-ylamino]-pyridin-2-yl}-cyclopropanol